ethyl 4-{[3-(4-{[(3S,4R)-3-fluoro-1-methylpiperidin-4-yl]amino}-1-(2,2,2-trifluoroethyl)-1H-indol-2-yl)prop-2-yn-1-yl] amino}-3-methoxybenzoate F[C@H]1CN(CC[C@H]1NC1=C2C=C(N(C2=CC=C1)CC(F)(F)F)C#CCNC1=C(C=C(C(=O)OCC)C=C1)OC)C